C(C)(=O)[O-].C(CC)[NH+]1C(CCCC1)CC 1-propyl-2-ethylpiperidinium acetate